6-(4-(2,6-bis(benzyloxy)pyridin-3-yl)phenyl)-6-azaspiro[3.4]octan-2-one C(C1=CC=CC=C1)OC1=NC(=CC=C1C1=CC=C(C=C1)N1CC2(CC(C2)=O)CC1)OCC1=CC=CC=C1